FC(OCC=1N(C=C(C1)OC1=NC=C(C=C1)OC)C1=CC=C(C(=O)O)C=C1)F 4-((2S,4S)-2-((Difluoromethoxy)methyl)-4-((5-methoxypyridin-2-yl)oxy)pyrrol-1-yl)benzoic acid